8-pyrimido[1,2-a]benzimidazol-2-yl-1,4-dioxa-8-azaspiro[4.5]decane N1=C(C=CN2C1=NC1=C2C=CC=C1)N1CCC2(OCCO2)CC1